argon fluorine [F].[Ar]